di-(2-ethylhexyl)-benzene C(C)C(CC1=C(C=CC=C1)CC(CCCC)CC)CCCC